1-({3,4-difluoro-2-[(2-fluoro-4-iodophenyl)amino]phenyl}carbonyl)-3-({[(1-methyl-1H-imidazol-5-yl)methyl]amino}methyl)azetidin-3-ol FC=1C(=C(C=CC1F)C(=O)N1CC(C1)(O)CNCC1=CN=CN1C)NC1=C(C=C(C=C1)I)F